(4R)-2-{[1-(cyclopropanecarbonyl)piperidin-4-yl]methyl}-N-{[(2R)-1,4-dioxan-2-yl]methyl}-4-methyl-8-(trifluoromethyl)-4,5-dihydro-2H-furo[2,3-g]indazole-7-carboxamide C1(CC1)C(=O)N1CCC(CC1)CN1N=C2C3=C(C[C@H](C2=C1)C)OC(=C3C(F)(F)F)C(=O)NC[C@H]3OCCOC3